COC1=CC=C(C=C1)/C=C/C(=O)OCCCNC(=O)OC(C)(C)C 3-((tert-butoxycarbonyl)amino)propyl (E)-3-(4-methoxyphenyl)acrylate